((6-(2,5-dichloro-6-cyclopropyl-7H-pyrrolo[2,3-d]pyrimidin-7-yl)pyridin-2-yl)imino)dimethyl-λ6-sulfanone ClC=1N=CC2=C(N1)N(C(=C2Cl)C2CC2)C2=CC=CC(=N2)N=S(=O)(C)C